1-(2-{[4-(4-methylpiperazin-1-yl)phenyl]amino}-5-[2-(triisopropylsilyl)ethynyl]pyrido[2,3-d]pyrimidin-7-yl)-3-(oxetan-3-yl)urea CN1CCN(CC1)C1=CC=C(C=C1)NC=1N=CC2=C(N1)N=C(C=C2C#C[Si](C(C)C)(C(C)C)C(C)C)NC(=O)NC2COC2